C(C)(C)NC(O)=O.C(C)(C)NC(O)=O.C(N)(OC(CC)(C)C)=O dimethyl-isopropyl carbamate (isopropyl)carbamate (isopropyl-carbamate)